FC(C(=O)O)(F)F.NCCN(C(=O)C1=CC=CC=CC=C1)CCCC(=O)O 4-[N-(2-aminoethyl)cycloocta-1,3,5,7-tetraene-1-carboxamido]butanoic acid trifluoroacetate